CC(C)N1C(OCC2=C1C=CN=C2)=O 1-(propan-2-yl)-1,4-dihydro-2H-pyrido[4,3-d][1,3]oxazin-2-one